(piperidin-4-yl)quinolin-4-amine N1CCC(CC1)C1=NC2=CC=CC=C2C(=C1)N